FC(CCN1CC(C1)CC1=CC=C(C=C1)C1=C(CCCC2=C1C=CC(=C2)C(=O)O)C2=C(C(=C(C=C2)F)C)C)F 9-(4-((1-(3,3-difluoropropyl)azetidin-3-yl)methyl)phenyl)-8-(4-fluoro-2,3-dimethylphenyl)-6,7-dihydro-5H-benzo[7]annulene-3-carboxylic acid